bromo-5-methyl-2-pyridinecarboxamidine BrC=1C(=NC=C(C1)C)C(=N)N